(3R)-3-(tert-butoxycarbonylamino)piperidine-1-carboxylic acid 9H-fluoren-9-ylmethyl ester C1=CC=CC=2C3=CC=CC=C3C(C12)COC(=O)N1C[C@@H](CCC1)NC(=O)OC(C)(C)C